tert-butyl 4-(aminomethyl)-4-fluoroazetidine-1-carboxylate NCC1(CCN1C(=O)OC(C)(C)C)F